NC=1C(=C(CN2CCNCC2)C=CC1)F 4-(3-Amino-2-fluorobenzyl)piperazin